di-tert-butyl-(2R,4R)-4-((6-((1-(tert-butyl)-5-methyl-1H-pyrazol-3-yl)amino)-3-fluoro-4-methylpyridin-2-yl)methyl)-2-methylpiperidine-1,4-dicarboxylic acid C(C)(C)(C)C1[C@](N(CC[C@@]1(C(=O)O)CC1=NC(=CC(=C1F)C)NC1=NN(C(=C1)C)C(C)(C)C)C(=O)O)(C)C(C)(C)C